ClC1=C(C=CC(=C1)C(F)(F)F)NC(=O)C1(CCC1)N1N=CC(=C1)C(=O)OC(C)(C)C tert-butyl 1-(1-((2-chloro-4-(trifluoromethyl)phenyl)carbamoyl) cyclobutyl)-1H-pyrazole-4-carboxylate